3-(1-oxo-4-(((4-(thiomorpholinomethyl)thiazol-2-yl)methyl)thio)isoindolin-2-yl)piperidine-2,6-dione O=C1N(CC2=C(C=CC=C12)SCC=1SC=C(N1)CN1CCSCC1)C1C(NC(CC1)=O)=O